N-(2-(3-((2-methoxy-4-(methylsulfonyl)phenyl)amino)prop-1-yn-1-yl)-3-(2,2,2-trifluoroethyl)benzo[b]thiophen-7-yl)-2-methyl-2-azabicyclo[2.2.1]heptan-5-amine COC1=C(C=CC(=C1)S(=O)(=O)C)NCC#CC1=C(C2=C(S1)C(=CC=C2)NC2C1CN(C(C2)C1)C)CC(F)(F)F